Methyl (R)-2-((5-amino-1-methyl-1H-pyrazol-4-yl)oxy)propanoate NC1=C(C=NN1C)O[C@@H](C(=O)OC)C